5-((4-chloro-5-(((2,2'-dimethyl-4''-(2-oxoethoxy)-[1,1':3',1''-terphenyl]-3-yl)oxy)methyl)-2-formylphenoxy)methyl)nicotinonitrile ClC1=CC(=C(OCC=2C=NC=C(C#N)C2)C=C1COC=1C(=C(C=CC1)C1=C(C(=CC=C1)C1=CC=C(C=C1)OCC=O)C)C)C=O